tert-butyl (2S,4S)-4-((7-cyano-5-(isopropylamino)-2,6-naphthyridin-3-yl)amino)-2-(hydroxymethyl)pyrrolidine-1-carboxylate C(#N)C1=NC(=C2C=C(N=CC2=C1)N[C@H]1C[C@H](N(C1)C(=O)OC(C)(C)C)CO)NC(C)C